O[C@@H](C)C=1C=C(C=CC1C)CCC(=O)[O-] 3-{3-[(1S)-1-hydroxyethyl]-4-methylphenyl}propanoate